ClC1=C(C=C2C(=NNC2=C1)CCC(=O)O)C1=CC=C(C=C1)C=1C=NSC1 3-(6-chloro-5-(4-(isothiazol-4-yl)-phenyl)-1H-indazol-3-yl)propanoic acid